methylheptenon CCCC=CC(=O)CC